2-(2-hydroxy-4-octyloxyphenyl)-2H-benzotriazole-5-carboxylic acid-2-methacryloyloxyethyl ester C(C(=C)C)(=O)OCCOC(=O)C1=CC=2C(=NN(N2)C2=C(C=C(C=C2)OCCCCCCCC)O)C=C1